methyl 5-(4,4,5,5-tetramethyl-1,3,2-dioxaborolan-2-yl)pyridine-3-carboxylate CC1(OB(OC1(C)C)C=1C=C(C=NC1)C(=O)OC)C